OCC(C)S(=O)(=O)NC1=CC=C(C(=O)N)C=C1 4-(1-hydroxypropane-2-sulfonylamino)benzamide